C(C#CC)N1CC(CC1)C1=C2N(N=C1)C(=C(N2)C2=CC=C(C=C2)OC2=CC=C(C=C2)F)C(=O)N 7-(1-(but-2-ynyl)pyrrolidin-3-yl)-2-(4-(4-fluorophenoxy)phenyl)-1H-imidazo[1,2-b]Pyrazole-3-carboxamide